phosphonium phenylglyoxylat C1(=CC=CC=C1)C(C(=O)[O-])=O.[PH4+]